(2R,4R)-N1-(5-Chloropyridin-2-yl)-N2-(5-((-)-1-(3-cyanophenyl)-3-cyclopropyl-1-((R)-1,1-Dimethylethylsulfenamido)propyl)-2-fluorophenyl)-4-methoxypyrrolidine-1,2-dicarboxamide ClC=1C=CC(=NC1)NC(=O)N1[C@H](C[C@H](C1)OC)C(=O)NC1=C(C=CC(=C1)C(CCC1CC1)(NSC(C)(C)C)C1=CC(=CC=C1)C#N)F